N-(5-(2-(5,6-dihydro-[1,2,4]triazolo[1,5-a]pyrazin-7(8H)-yl)acetamido)-2-methylpyridin-3-yl)-7-(1-methyl-1H-pyrazol-4-yl)-[1,2,4]triazolo[4,3-a]pyridine-3-carboxamide N=1C=NN2C1CN(CC2)CC(=O)NC=2C=C(C(=NC2)C)NC(=O)C2=NN=C1N2C=CC(=C1)C=1C=NN(C1)C